C(C)(C)(C)OC(=O)N1[C@@H](CN([C@H](C1)C)C=1C2=C(N=CN1)N(C=C2I)S(=O)(=O)CC2=CC=CC=C2)C (2R,5S)-4-(5-iodo-7-toluenesulfonyl-7H-pyrrolo[2,3-d]pyrimidin-4-yl)-2,5-dimethylpiperazine-1-carboxylic acid tert-butyl ester